4'-({1-[(4-cyclopropyl-2-methylphenyl)carbamoyl]-D-prolyl}amino)[1,1'-biphenyl]-4-carboxylic acid C1(CC1)C1=CC(=C(C=C1)NC(=O)N1[C@H](CCC1)C(=O)NC1=CC=C(C=C1)C1=CC=C(C=C1)C(=O)O)C